4-Nitrophenyl-benzene tert-butyl-((3-(2-(2,6-dioxopiperidin-3-yl)-3-oxoisoindolin-4-yl)cyclopent-3-en-1-yl)methyl)carbamate C(C)(C)(C)N(C(O)=O)CC1CC(=CC1)C1=C2C(N(CC2=CC=C1)C1C(NC(CC1)=O)=O)=O.[N+](=O)([O-])C1=CC=C(C=C1)C1=CC=CC=C1